6-(3-aminopropoxy)-7-methoxy-N-methyl-1H,2H,3H-cyclopenta[b]quinolin-9-amine NCCCOC=1C(=CC=2C(=C3C(=NC2C1)CCC3)NC)OC